ClC=1C=C(C(=O)NC(C)C2=NC=CN=C2C=2N=NC(=CC2)OCC(F)F)C=C(C1)C(F)(F)F 3-chloro-N-[1-[3-[6-(2,2-difluoroethoxy)pyridazin-3-yl]pyrazin-2-yl]ethyl]-5-(trifluoromethyl)benzamide